2-(methylsulfanyl)-4-(3-pyridyl)pyrimidine CSC1=NC=CC(=N1)C=1C=NC=CC1